O=S1(C[C@@H](CC1)N1C(=NC2=C3CC[C@@H](N(C3=CC=C21)C(=O)OC)C)[C@@H](CN2N=CC(=C2)C)C)=O methyl (S)-3-((R)-1,1-dioxidotetrahydrothiophen-3-yl)-7-methyl-2-((R)-1-(4-methyl-1H-pyrazol-1-yl)propan-2-yl)-3,7,8,9-tetrahydro-6H-imidazo[4,5-f]quinoline-6-carboxylate